NCC=1C=C(C=CC1)C1=CC(=CC=2C=COC21)COC2=C(C=CC(=C2)CNC(=O)OCC)CC(=O)OCC ethyl 2-(2-((7-(3-(aminomethyl)phenyl)benzofuran-5-yl)methoxy)-4-((ethoxycarbonylamino)methyl)phenyl)acetate